CN(C)C(C1=C(C(=CC(=C1)C(O)N(C)C)C(O)N(C)C)O)O 2,4,6-tris(dimethylaminohydroxymethyl)phenol